[(3R,4aS,5S,6S,6aS,10aS,10bR)-3-ethenyl-6-hydroxy-3,4a,7,7,10a-pentamethyl-1-oxo-2,5,6,6a,8,9,10,10b-octahydrobenzo[f]chromen-5-yl] acetate C(C)(=O)O[C@H]1[C@H]([C@@H]2[C@@]([C@H]3C(C[C@](O[C@]13C)(C)C=C)=O)(CCCC2(C)C)C)O